1,3,5-Tris(4-iodophenyl)benzene IC1=CC=C(C=C1)C1=CC(=CC(=C1)C1=CC=C(C=C1)I)C1=CC=C(C=C1)I